2-(2-Chloro-5-(2-hydroxypropan-2-yl)-8-oxothieno[2',3':4,5]pyrrolo[1,2-d][1,2,4]triazin-7(8H)-yl)-N-cyclopropylacetamid ClC1=CC2=C(C=C3N2C(=NN(C3=O)CC(=O)NC3CC3)C(C)(C)O)S1